alpha-methyl-phenethylamine CC(CC1=CC=CC=C1)N